F[P-](F)(F)(F)(F)F.ClC=1N(CC[N+]1CC)CC 2-chloro-1,3-diethyl-4,5-dihydro-1H-imidazol-3-ium hexafluoro-phosphate